C(C)C1(N2CCN(C1)CC2)C(=O)N ethyl-1,4-diazabicyclo[2.2.2]Octane-2-carboxamide